2-phenyl-5-aminoindole C1(=CC=CC=C1)C=1NC2=CC=C(C=C2C1)N